3-(5-((4-((4,4-difluoropiperidin-1-yl)methyl)-3-fluorobenzyl)amino)benzofuran-3-yl)piperidine-2,6-dione FC1(CCN(CC1)CC1=C(C=C(CNC=2C=CC3=C(C(=CO3)C3C(NC(CC3)=O)=O)C2)C=C1)F)F